Methyl 2-[5-chloro-4-(difluoromethyl)-2-nitrophenoxy]acetate ClC=1C(=CC(=C(OCC(=O)OC)C1)[N+](=O)[O-])C(F)F